5-bromo-3-chloro-7-methyl-quinolin-2-ol BrC1=C2C=C(C(=NC2=CC(=C1)C)O)Cl